C1=C(C=CC2=CC=CC=C12)C1=CC=C(NC2=CC=C(C=C2)C2=CC3=CC=CC=C3C=C2)C=C1 4-(2-naphthyl)-N-[4-(2-naphthyl)phenyl]aniline